6-hydroxy-N-methoxy-N-methylnicotinamide OC1=NC=C(C(=O)N(C)OC)C=C1